2-chloro-1-(4-(methylthio)phenyl)-1-ethanone ClCC(=O)C1=CC=C(C=C1)SC